COC(=O)[C@@H]1N(CCN(C1)C1=NC=C(C=C1)F)C(=O)OC(C)(C)C (R)-4-(5-fluoropyridin-2-yl)piperazine-1,2-dicarboxylic acid 1-(tert-butyl) 2-methyl ester